C1(CC1)C1=CC(=C(C=C1)C1=C2C(=C(N=N1)N[C@H]1CN(CCC1)C)C=NC=C2)OC(F)F 1-[4-cyclopropyl-2-(difluoromethoxy)phenyl]-N-[(3R)-1-methylpiperidin-3-yl]pyrido[3,4-d]pyridazin-4-amine